4-Amino-6-((3,5-difluorophenyl)amino)-N-(5-methyl-2,3-dihydro-1H-inden-2-yl)picolinamide hydrochloride Cl.NC1=CC(=NC(=C1)NC1=CC(=CC(=C1)F)F)C(=O)NC1CC2=CC=C(C=C2C1)C